2-chloro-N-cyclopropyl-5-[(2S)-2-(trifluoromethylsulfonylamino)propoxy]pyridine-3-carboxamide ClC1=NC=C(C=C1C(=O)NC1CC1)OC[C@H](C)NS(=O)(=O)C(F)(F)F